BrC=1C(N(C(=CC1OCC1=C(C=C(C=C1)F)F)C)C1=C(C=CC(=C1)C(=O)N1CCN(CC1)C)F)=O 3-bromo-4-[(2,4-difluorobenzyl)oxy]-1-{2-fluoro-5-[(4-methylpiperazin-1-yl)carbonyl]phenyl}-6-methylpyridin-2(1H)-one